tri-tert-butyl-1,4,8,11-tetraazacyclotetradecane-1,4,8-tricarboxylic acid C(C)(C)(C)C1C(N(CCCNCCN(CCCN1C(=O)O)C(=O)O)C(=O)O)(C(C)(C)C)C(C)(C)C